decanic ETHYL ESTER C(C)OC(CCCCCCCCC)=O